COC1=NC=CC(=N1)N[C@H](C(=O)O)CCN(CCCCC1=NC=2NCCCC2C=C1)CCOC=1C(=NC=CC1)C (S)-2-((2-methoxypyrimidin-4-yl)amino)-4-((2-((2-methylpyridin-3-yl)oxy)ethyl)(4-(5,6,7,8-tetrahydro-1,8-naphthyridin-2-yl)butyl)amino)butanoic acid